1,3-dioxoisoindolin-2-yl 2-fluorocyclopropane-1-carboxylate FC1C(C1)C(=O)ON1C(C2=CC=CC=C2C1=O)=O